7-[(2R)-morpholin-2-ylmethyl]-2-(pyridin-4-yl)-1H,5H,6H,7H-pyrrolo[3,2-c]pyridin-4-one N1C[C@H](OCC1)CC1C2=C(C(NC1)=O)C=C(N2)C2=CC=NC=C2